[Na+].COC1=CC=C(C=C1)C(CC(=O)[O-])NC(C1=CC=C(C=C1)N=S(=O)=O)=O 3-(4-methoxyphenyl)-3-(4-sulfonylaminobenzoylamino)propionic acid sodium salt